1-(3-((5-chloro-2-((2-ethyl-4-(hexahydropyrrolo[1,2-a]pyrazin-2(1H)-yl)phenyl)amino)pyrimidin-4-yl)amino)propyl)pyrrolidin-2-one ClC=1C(=NC(=NC1)NC1=C(C=C(C=C1)N1CC2N(CC1)CCC2)CC)NCCCN2C(CCC2)=O